(S)-1-(3-((4-(2-azido-1-methoxypropan-2-yl)-6-chloro-2,7-naphthyridin-1-yl)oxy)azetidin-1-yl)propan-1-one lithio-2-(oxetan-3-yloxy)acetate [Li]C(C(=O)O)OC1COC1.N(=[N+]=[N-])[C@@](COC)(C)C1=CN=C(C2=CN=C(C=C12)Cl)OC1CN(C1)C(CC)=O